ClC1=C(C=C2C(=CNC2=C1)S(=O)(=O)NC1=C(C=C(C(=C1)F)Cl)F)F 6-chloro-N-(4-chloro-2,5-difluorophenyl)-5-fluoro-1H-indole-3-sulfonamide